(R or S)-1-(2-hydroxyethyl)-3-methoxypyrrolidin-2-one OCCN1C([C@@H](CC1)OC)=O |o1:5|